α,β-dehydrophenylalanine NC(=CC1=CC=CC=C1)C(=O)O